C1(CC1)CN(C(=O)C=1C=C2N=C(C=NC2=CC1)C=1C=C2C=CN(C(C2=CC1)=O)C)C(C)C N-(cyclopropylmethyl)-3-(2-methyl-1-oxo-1,2-dihydro-6-isoquinolinyl)-N-(2-propanyl)-6-quinoxalinecarboxamide